(S)-N-(1-((tert-butyldiphenylsilyl)oxy)-3-cyclopropylpropan-2-ylidene)-2-methylpropane-2-sulphinamide [Si](C1=CC=CC=C1)(C1=CC=CC=C1)(C(C)(C)C)OCC(CC1CC1)=N[S@@](=O)C(C)(C)C